10-(((tetrahydro-2H-pyran-2-yl)methyl)amino)nonadecanedioic acid bis(3-pentyloxy) ester CCC(CC)OOC(CCCCCCCCC(CCCCCCCCC(=O)OOC(CC)CC)NCC1OCCCC1)=O